2-(5-fluoro-2-(trans-3-methoxytetrahydro-2H-pyran-4-yl)phenyl)-2-(3-((5-(5,6,7,8-tetrahydro-1,8-naphthyridin-2-yl)pentyl)oxy)azetidin-1-yl)acetic acid FC=1C=CC(=C(C1)C(C(=O)O)N1CC(C1)OCCCCCC1=NC=2NCCCC2C=C1)[C@H]1[C@@H](COCC1)OC